C(CCCCC)C(C(=O)OCCCCCCN(CCCCCCO[Si](OC(OCCCCCCCC)CCCCCCC)(C)C)CCC1N(CCC1)C)CCCCCCCC 17-Heptyl-15,15-dimethyl-7-(2-(1-methylpyrrolidin-2-yl) ethyl)-14,16,18-trioxa-7-aza-15-silahexacosyl 2-hexyldecanoate